C(C1CCC(CC1)N=C=O)C1CCC(CC1)N=C=O 4,4'-methylenedicyclohexylisocyanate